CC=1NC=CC(C1)=O 2-methylpyridin-4(1H)-one